C(C)(C)(C)OC(=O)N1CC(CC1)C(=O)O 1-[(t-butoxy)carbonyl]pyrrolidine-3-carboxylic acid